4-amino-N,1-dimethyl-N-((4S)-7-(1-(trifluoromethyl)-1H-pyrazol-4-yl)-3,4-dihydro-1H-2-benzopyran-4-yl)-1H-pyrazolo[4,3-c]quinoline-8-carboxamide NC1=NC=2C=CC(=CC2C2=C1C=NN2C)C(=O)N([C@@H]2COCC1=C2C=CC(=C1)C=1C=NN(C1)C(F)(F)F)C